[3-(dimethylamino)propyl]diethoxymethyl-silane CN(CCC[SiH2]C(OCC)OCC)C